N1(CCC1)[C@H]1CN2C(OC1)=C(C=N2)S(=O)(N)=NC(NC2=C1C[C@H](CC1=CC=1CCCC21)F)=O (6S)-6-(azetidin-1-yl)-N'-(((S)-2-fluoro-1,2,3,5,6,7-hexahydro-s-indacen-4-yl)carbamoyl)-6,7-dihydro-5H-pyrazolo[5,1-b][1,3]oxazine-3-sulfonimidamide